(1s,3s)-1-methyl-3-((5-(quinoxalin-6-yl)-7H-pyrrolo[2,3-d]pyrimidin-2-yl)amino)cyclobutan-1-ol CC1(CC(C1)NC=1N=CC2=C(N1)NC=C2C=2C=C1N=CC=NC1=CC2)O